C1(=CC=CC=C1)S(=O)(=O)OC1=C(C=CC=C1)NC(=O)NC1=C(C=CC=C1)OS(=O)(=O)C=1C(C)=CC=CC1 N-[2-(benzenesulfonyloxy)phenyl]-N'-[2-(o-toluenesulfonyloxy)phenyl]urea